methyl 3-(1,3-dioxolan-2-yl)-4-methanesulfonamidobenzoate O1C(OCC1)C=1C=C(C(=O)OC)C=CC1NS(=O)(=O)C